CS(=O)(=O)OCCOC1CCN(CC1)C(=O)OC(C)(C)C tert-butyl 4-(2-methylsulfonyloxyethoxy)piperidine-1-carboxylate